4-(4-bromophenyl)-1-(3-fluorophenyl)-N-(3-methoxy-4-(trifluoromethyl)benzyl)-1H-imidazol-2-amine BrC1=CC=C(C=C1)C=1N=C(N(C1)C1=CC(=CC=C1)F)NCC1=CC(=C(C=C1)C(F)(F)F)OC